2,2-difluoroethyl ethyl carbonate C(OCC(F)F)(OCC)=O